C(CCO)O 1,3-Propandiol